CC=1C(=NC=C(C1)[N+](=O)[O-])N(C(OC(C)(C)C)=O)CCN1CCOCC1 tert-butyl N-(3-methyl-5-nitropyridin-2-yl)-N-[2-(morpholin-4-yl)ethyl]carbamate